The molecule is a hydrate which is the hemiheptahydrate of anhydrous dantrolene sodium. It has a role as a muscle relaxant. It contains a dantrolene sodium (anhydrous). C1N(C(=O)N=C1[O-])/N=C/C2=CC=C(O2)C3=CC=C(C=C3)[N+](=O)[O-].C1N(C(=O)N=C1[O-])/N=C/C2=CC=C(O2)C3=CC=C(C=C3)[N+](=O)[O-].O.O.O.O.O.O.O.[Na+].[Na+]